ClC=1C=CC=C2C=CC=C(C12)C1=C(C=2N=C(N=C(C2C=N1)N1C[C@@H](N(CC1)C(=O)[O-])CC#N)OCC1(CC1)CN1CCCC1)F (S)-4-(7-(8-chloronaphthalen-1-yl)-8-fluoro-2-((1-(pyrrolidin-1-ylmethyl)cyclopropyl)methoxy) Pyrido[4,3-d]pyrimidin-4-yl)-2-(cyanomethyl)piperazine-1-carboxylate